tert-butyl (2E)-3-(4-ethynylphenyl)prop-2-enoate C(#C)C1=CC=C(C=C1)/C=C/C(=O)OC(C)(C)C